1-(6-nitrobenzo[d][1,3]dioxol-5-yl)ethyl 6-(but-3-yn-1-yl)-3-phenyl-1,2,4,5-tetrazine-1(4H)-carboxylate C(CC#C)C1=NNC(=NN1C(=O)OC(C)C1=CC2=C(OCO2)C=C1[N+](=O)[O-])C1=CC=CC=C1